4-(4-(diphenylamino)phenyl)-2,6-diphenylpyridine C1(=CC=CC=C1)N(C1=CC=C(C=C1)C1=CC(=NC(=C1)C1=CC=CC=C1)C1=CC=CC=C1)C1=CC=CC=C1